4-(6-chloro-8-fluoro-2-(((2R,7aS)-2-fluorotetrahydro-1H-pyrrolizin-7a(5H)-yl)methoxy)-4-hydroxyquinazolin-7-yl)-3-cyano-7-fluorobenzo[b]thiophen ClC=1C=C2C(=NC(=NC2=C(C1C1=CC=C(C=2SC=C(C21)C#N)F)F)OC[C@]21CCCN1C[C@@H](C2)F)O